(±)-tert-Butyl 3-[1-[4-[(5-Cyclopropyl-1H-pyrazol-3-yl)amino]pyrimidin-2-yl]pyrrolidin-3-yl]azetidine-1-carboxylate C1(CC1)C1=CC(=NN1)NC1=NC(=NC=C1)N1C[C@H](CC1)C1CN(C1)C(=O)OC(C)(C)C |r|